(2R)-2-(6-{5-chloro-2-[(2-methylpyrimidin-4-yl)amino]pyrimidin-4-yl}-1-oxo-2,3-dihydro-1H-isoindol-2-yl)-N-[(1S)-1-(3-fluoro-5-methoxyphenyl)-2-hydroxyethyl]propanamide ClC=1C(=NC(=NC1)NC1=NC(=NC=C1)C)C1=CC=C2CN(C(C2=C1)=O)[C@@H](C(=O)N[C@H](CO)C1=CC(=CC(=C1)OC)F)C